FC1=C(C=C(C(=C1)C1=NC(=CC=C1)OCC=1SC(=CN1)C=1C=NN(C1)C)F)CC=1N(C2=C(N1)C=CC(=C2)C(=O)OC(C)(C)C)C[C@@H](C)OC tert-butyl 2-[[2,5-difluoro-4-[6-[[5-(1-methylpyrazol-4-yl)thiazol-2-yl]methoxy]-2-pyridyl]phenyl]methyl]-3-[(2R)-2-methoxypropyl]benzimidazole-5-carboxylate